dicyclohexyl-[2-(2,6-diisopropoxyphenyl)phenyl]-phosphane C1(CCCCC1)P(C1=C(C=CC=C1)C1=C(C=CC=C1OC(C)C)OC(C)C)C1CCCCC1